((tert-Butoxycarbonyl)amino)-3-(pyridin-3-yl)propionic acid cyclopentyl ester C1(CCCC1)OC(C(CC=1C=NC=CC1)NC(=O)OC(C)(C)C)=O